N1C=CC2=C(C=CC=C12)C(C)O 1-indol-4-ylethanol